Farnesyl-Pyrophosphate C(C=C(C)CCC=C(C)CCC=C(C)C)OP([O-])(=O)OP(=O)([O-])[O-]